2-(4-((1-acetyl-3-oxoindolin-2-ylidene)methyl)-2-isopropoxy-phenoxy)acetamide C(C)(=O)N1C(C(C2=CC=CC=C12)=O)=CC1=CC(=C(OCC(=O)N)C=C1)OC(C)C